FC1=C(C(=CC=C1)F)N1N=CC(=N1)C(=O)NN (2,6-difluorophenyl)-2H-1,2,3-triazole-4-carbohydrazide